tert-butyl (3-(4-(2-(4-hydroxyphenyl)propan-2-yl)phenoxy)propyl)carbamate OC1=CC=C(C=C1)C(C)(C)C1=CC=C(OCCCNC(OC(C)(C)C)=O)C=C1